3,4-dioxo-3,4-dihydronaphthalene O=C1C=CC2=CC=CC=C2C1=O